OCCN1C([NH+](CC=C1)C)C 3-hydroxyethyl-1,2-dimethyl-1,6-dihydropyrimidinium